(S)-N-(1-(5-(2,6-difluorobenzyl)-1-methyl-1H-pyrrole-3-carbonyl)pyrrolidin-3-yl)-N-methylacetamide FC1=C(CC2=CC(=CN2C)C(=O)N2C[C@H](CC2)N(C(C)=O)C)C(=CC=C1)F